S1C=CC2=C1SC=C2 thieno[2,3-b]Thiophene